1,4-dihydropyridine-3-carbonitrile N1C=C(CC=C1)C#N